2-Cyano-7,8-dihydro-1,6-naphthyridine-6(5H)-carboxylic acid tert-butyl ester C(C)(C)(C)OC(=O)N1CC=2C=CC(=NC2CC1)C#N